FC(CCC1CN(C2=C(S(C1(F)F)(=O)=O)C=C(C(=C2)C(F)(F)F)O)C2=CC=C(C=C2)F)(C)F 3-(3,3-difluorobutyl)-2,2-difluoro-5-(4-fluorophenyl)-8-hydroxy-7-(trifluoromethyl)-2,3,4,5-tetrahydrobenzo[b][1,4]thiazepine 1,1-dioxide